tert-butyl (S)-2-(((tert-butyldiphenylsilyl)oxy)methyl)-4,4-difluoroazepane-1-carboxylate [Si](C1=CC=CC=C1)(C1=CC=CC=C1)(C(C)(C)C)OC[C@H]1N(CCCC(C1)(F)F)C(=O)OC(C)(C)C